FC1CC(C1)(C1=NN=CN1C)C=1C=C(C=CC1)N1C(C2=C(C(=C1)C(F)(F)F)C=C(N2S(=O)(=O)C2=CC=C(C=C2)C)CN2C[C@H](CCC2)C)=O 6-[3-[3-fluoro-1-(4-methyl-1,2,4-triazol-3-yl)cyclobutyl]phenyl]-2-[[(3S)-3-methyl-1-piperidinyl]methyl]-1-(p-tolylsulfonyl)-4-(trifluoromethyl)pyrrolo[2,3-c]pyridin-7-one